C1(=C(C=CC=C1)NC(C1=C(C=CC=C1)NC1=CC=NC2=CC(=CC=C12)C(F)(F)F)=O)C N-(o-tolyl)-2-[(7-trifluoromethylquinolin-4-yl)amino]Benzamide